CN1N=CC(=C1)C1=NN2C(NC3=C(C=CC=C3C2=N1)C#N)=O 2-(1-Methyl-1H-pyrazol-4-yl)-5-oxo-5,6-dihydro[1,2,4]triazolo[1,5-c]quinazoline-7-carbonitrile